methyl 4-(3-bromo-4-fluorophenyl)-2-(2-cyclopropylacetyl)-4-oxobutanoate BrC=1C=C(C=CC1F)C(CC(C(=O)OC)C(CC1CC1)=O)=O